COC1CN(CC1NC)C1=CC=C2C(C(=CN(C2=N1)C=1SC=CN1)C(=O)O)=O 1,4-Dihydro-7-(3-methoxy-4-methylamino-1-pyrrolidinyl)-4-oxo-1-(2-thiazolyl)-1,8-naphthyridine-3-carboxylic acid